(S)-5-(imidazo[1,2-a]pyridin-6-yl)-N-(1,1,1-trifluoropropan-2-yl)-7H-pyrrolo[2,3-d]pyrimidin-2-amine N=1C=CN2C1C=CC(=C2)C2=CNC=1N=C(N=CC12)N[C@H](C(F)(F)F)C